tert-butyl 3-[4-[2-(2-amino-3-pyridyl)-6-(2-pyridyl) benzimidazol-1-yl]phenyl]azetidine-1-carboxylate NC1=NC=CC=C1C1=NC2=C(N1C1=CC=C(C=C1)C1CN(C1)C(=O)OC(C)(C)C)C=C(C=C2)C2=NC=CC=C2